(4-(5-Benzylpyrimidin-2-yl)-2-methylpiperazin-1-yl)-6-(1-methyl-1H-pyrazol-4-yl)pyrazolo[1,5-a]pyridine C(C1=CC=CC=C1)C=1C=NC(=NC1)N1CC(N(CC1)C1=NN2C(C=CC(=C2)C=2C=NN(C2)C)=C1)C